BrC=1C=C2CN(C(C2=CC1Br)=O)C1C(NC(CC1)=O)=O 3-(5,6-dibromo-1-oxoisoindolin-2-yl)piperidine-2,6-dione